2-(3'-tert-butyl-2'-hydroxy-5'-(2-methoxycarbonylethyl)-phenyl)benzotriazole C(C)(C)(C)C=1C(=C(C=C(C1)CCC(=O)OC)N1N=C2C(=N1)C=CC=C2)O